3-(2-amino-[1,2,4]-triazolo[1,5-a]-pyridin-7-yl)-N-(3-cyclohexyl-3-hydroxypropyl)-2-fluoro-6-methyl-benzamide NC1=NN2C(C=C(C=C2)C=2C(=C(C(=O)NCCC(O)C3CCCCC3)C(=CC2)C)F)=N1